(3R,5S)-N-(cyclobutylmethyl)-5-fluoro-1-[6-[[4-(5-methoxy-3-pyridyl)triazol-1-yl]methyl]pyridazin-3-yl]piperidin-3-amine C1(CCC1)CN[C@H]1CN(C[C@H](C1)F)C=1N=NC(=CC1)CN1N=NC(=C1)C=1C=NC=C(C1)OC